C1(CCCC1)N1N=CC(=C1)N1C=CC=C1 (1-cyclopentyl-1H-pyrazol-4-yl)-1H-pyrrole